COCCN(C(CNC(C=CC1=CC=C(C=C1)C(F)(F)F)=O)=O)C N-[2-[2-methoxyethyl-(methyl)amino]-2-oxoethyl]-3-[4-(trifluoromethyl)phenyl]prop-2-enamide